FC1=C(C=C(C=C1)S(=O)(=O)N1CC=2CN(CC2C1)C([C@@H](C1=CC=CC=C1)O)=O)NC(C)=O (R)-N-(2-fluoro-5-((5-(2-hydroxy-2-phenylacetyl)-3,4,5,6-tetrahydropyrrolo[3,4-c]pyrrol-2(1H)-yl)sulfonyl)phenyl)acetamide